C1OCC12CN(C2)C2CCC(CC2)NC=2C=1C=C(N(C1C=CC2)CC(F)(F)F)C#CCNC2=C(C=C(C=C2)S(=O)(=O)C)Cl N-((1S,4S)-4-(2-oxa-6-azaspiro[3.3]heptan-6-yl)cyclohexyl)-2-(3-((2-chloro-4-(methyl-sulfonyl)phenyl)amino)prop-1-yn-1-yl)-1-(2,2,2-trifluoroethyl)-1H-indol-4-amine